BrC1=CC(=C2CCN(CC2=C1)CCO)C 2-(7-bromo-5-methyl-3,4-dihydroisoquinolin-2(1H)-yl)ethan-1-ol